NC1=NC(=C(C(=C1C#N)C1=CC(=CC=C1)C=1C(=NC=CC1)F)C#N)N1CCCCC1 2-amino-4-(3-(2-fluoropyridin-3-yl)phenyl)-6-(piperidin-1-yl)pyridine-3,5-dicarbonitrile